COCCN1C(=NC=2C1=NC(=CC2)C=2C=CN1N=C(N=CC12)C1(CCC(CC1)N)N)C 1-(5-(3-(2-methoxyethyl)-2-methyl-3H-imidazo[4,5-b]pyridin-5-yl)pyrrolo[2,1-f][1,2,4]triazin-2-yl)cyclohexane-1,4-diamine